CC=1N=C2N(N=CC=C2)C1 2-methylimidazo[1,2-b]pyridazine